(R)-1-((chloromethyl)sulfinyl)-2-methoxyethane ClC[S@](=O)CCOC